N,N'-diformyl-N,N'-dimethylethylenediamine C(=O)N(CCN(C)C=O)C